3-(9-((4-(aminomethyl)-2-methylphenyl)carbamoyl)-4,5-dihydrobenzo[b]thieno[2,3-d]oxepin-8-yl)-6-(cyclopentylcarbamoyl)picolinic acid NCC1=CC(=C(C=C1)NC(=O)C1=CC2=C(OCCC3=C2SC=C3)C=C1C=1C(=NC(=CC1)C(NC1CCCC1)=O)C(=O)O)C